CN(C)\C=N\NC(=O)C1=CC=CC(=N1)N1CC=2C(=NC(=CC2C1=O)C1(CC1)C)CN(C(OC(C)(C)C)=O)C tert-butyl {[2-(6-{(2E)-2-[(dimethylamino)methylidene]hydrazinecarbonyl}pyridin-2-yl)-6-(1-methylcyclopropyl)-1-oxo-2,3-dihydro-1H-pyrrolo[3,4-c]pyridin-4-yl]methyl}methylcarbamate